C1N(CC12CCC2)C=2C=C1C(=CC=NC1=CC2)C(=O)OC(C)(C)C tert-Butyl 6-(2-azaspiro[3.3]heptan-2-yl)quinoline-4-carboxylate